6-(1,3-benzodioxol-5-yl)-1,3-dihydro-1-[(1S)-1-phenylethyl]-2H-Imidazo[4,5-b]pyrazin-2-one O1COC2=C1C=CC(=C2)C2=CN=C1C(=N2)N(C(N1)=O)[C@@H](C)C1=CC=CC=C1